6-(3-fluoro-1-oxido-pyridin-1-ium-2-yl)-1-(2,2,3,3,3-pentafluoropropyl)-4H-pyrido[3,4-d][1,3]oxazin-2-one FC=1C(=[N+](C=CC1)[O-])C1=CC2=C(N(C(OC2)=O)CC(C(F)(F)F)(F)F)C=N1